NC1=NC=2C=C(C=CC2C2=C1N=C(N2OCCCCN)CCCC)OP(CC)CC (4-amino-1-(4-aminobutoxy)-2-butyl-1H-imidazo[4,5-c]quinolin-7-yl)oxydiethylphosphine